(4aR,8aS)-6-[6-[[2-(2,2,2-trifluoroethyl)-5-(trifluoromethyl)pyrazol-3-yl]methyl]-2-azaspiro[3.3]heptane-2-carbonyl]-4,4a,5,7,8,8a-hexahydropyrido[4,3-b][1,4]oxazin-3-one FC(CN1N=C(C=C1CC1CC2(CN(C2)C(=O)N2C[C@@H]3[C@@H](OCC(N3)=O)CC2)C1)C(F)(F)F)(F)F